2-methyl-4-bromo-2-butenoate CC(C(=O)[O-])=CCBr